3,6-bis(4-aminophenyl)pyridazineacryloxypropyltriethoxy(methoxy)silane NC1=CC=C(C=C1)C1(NN=C(C=C1)C1=CC=C(C=C1)N)C=CC(=O)OCCCC(C)O[Si](OC)(OCC)OCC